ClC1=C(OS(=O)(=O)C=2C=NN3C2N(CCC3)C(=O)OC(C)(C)C)C(=CC(=C1)Cl)Cl tert-Butyl 3-((2,4,6-trichlorophenoxy)sulfonyl)-6,7-dihydropyrazolo[1,5-a]pyrimidine-4(5H)-carboxylate